CC1(CSSC1)C(=O)O 4-methyl-1,2-dithiolane-4-carboxylic acid